FC(C=1C=C2C(=NNC2=CC1C)C#N)F 5-(difluoromethyl)-6-methyl-1H-indazole-3-carbonitrile